COC(C1=CC(=NC=C1Cl)Cl)=O.NC=1C2=C(N=CN1)N(C(=C2C2=CC[C@@H](CC2)C(=O)N2C(CCC2)=O)C=2C=NC(=CC2C)C#C)C (R)-1-(4-(4-amino-6-(6-ethynyl-4-methylpyridin-3-yl)-7-methyl-7H-pyrrolo[2,3-d]pyrimidin-5-yl)cyclohex-3-ene-1-carbonyl)pyrrolidin-2-one methyl-2,5-dichloroisonicotinate